ClC=1C=C(C=CC1)[C@H](C)NC1=CC(N(C(N1)=O)CCC)=O (S)-6-((1-(3-chlorophenyl)ethyl)amino)-3-propylpyrimidine-2,4(1h,3h)-dione